CC1=NC(=CC2=C1NC1=CC=CC=C21)C(=O)O 1-methyl-pyridino[3,4-b]indol-3-formic acid